1-(6-(2,4-dimethoxypyrimidin-5-yl)imidazo[1,2-b]pyridazin-8-yl)-3-methylpyrrolidine-3-carbonitrile COC1=NC=C(C(=N1)OC)C=1C=C(C=2N(N1)C=CN2)N2CC(CC2)(C#N)C